C(CC=C)(O)O 3-butenediol